OCCN(C(CCC)=O)CCO N,N-di(2-hydroxyethyl)N-butyramide